(benzyloxy)-1,8-naphthyridine-2-carboxylic acid C(C1=CC=CC=C1)OC=1C(=NC2=NC=CC=C2C1)C(=O)O